5-(ethoxycarbonyl)furan-2-carboxylic acid C(C)OC(=O)C1=CC=C(O1)C(=O)O